[4-[[4-(diethylamino)phenyl]-[4-(ethylamino)naphthalen-2-yl]methylidene]cyclohexa-2,5-dien-1-ylidene]-diethylazanium C(C)N(C1=CC=C(C=C1)C(=C1C=CC(C=C1)=[N+](CC)CC)C1=CC2=CC=CC=C2C(=C1)NCC)CC